2-cyclohexyl-2-(3,3-diisopropyl-4-methylpentyl)-1,3-dimethoxypropane C1(CCCCC1)C(COC)(COC)CCC(C(C)C)(C(C)C)C(C)C